1-methyl-3,4-dihydroquinolin-2-one hydrochloride Cl.CN1C(CCC2=CC=CC=C12)=O